5-cyano-2-(trifluoromethyl)-4-(trifluoromethylsulfonyloxy)benzoic acid methyl ester COC(C1=C(C=C(C(=C1)C#N)OS(=O)(=O)C(F)(F)F)C(F)(F)F)=O